ClC1=CC=CC=2N(C3=CC=CC=C3C12)C1=C(C=CC=C1)C1=CC=CC2=C1SC1=C2C=CC=C1 4-chloro-9-(2-(dibenzo[b,d]thiophen-4-yl)phenyl)-9H-carbazole